4-(3-(5-cyclopropyl-7-fluoro-3,3-dimethyl-2-oxoindolin-1-yl)-2-oxopyrrolidin-1-yl)butanoic acid C1(CC1)C=1C=C2C(C(N(C2=C(C1)F)C1C(N(CC1)CCCC(=O)O)=O)=O)(C)C